(2R,5S)-1-((3,4-Dichlorophenyl)(3,3-difluorocyclobutyl)methyl)-2,5-dimethylpiperazine hydrochloride Cl.ClC=1C=C(C=CC1Cl)C(N1[C@@H](CN[C@H](C1)C)C)C1CC(C1)(F)F